2-(3-cyclopentylpropyl)-8-hexylanthra[1,2-b:5,6-b']dithiophene C1(CCCC1)CCCC1=CC2=C(S1)C1=CC=3C=CC4=C(SC(=C4)CCCCCC)C3C=C1C=C2